ClC=1C(=C(C=2N(N1)C=CN2)C)C 6-chloro-7,8-dimethylimidazo[1,2-b]pyridazine